tert-butyl 7-(2-amino-5-chloroquinazolin-8-yl)-8-methyl-2,3-dihydro-1H-pyrido[2,3-b][1,4]oxazine-1-carboxylate NC1=NC2=C(C=CC(=C2C=N1)Cl)C1=C(C2=C(OCCN2C(=O)OC(C)(C)C)N=C1)C